(4aR,10aR)-1-propyl-1,2,3,4,4a,5,10,10a-octahydrobenzo[g]quinoline-6,7-diyl bis(hydrogen sulfate) S(=O)(=O)(O)OC1=C(C=CC2=C1C[C@H]1CCCN([C@@H]1C2)CCC)OS(=O)(=O)O